(2S,4R)-1-((R)-2-(1H-benzo[d][1,2,3]triazol-1-yl)-3-methylbutanoyl)-N-((R)-3-([1,1'-biphenyl]-4-yl)-1-amino-1-oxopropan-2-yl)-4-hydroxypyrrolidine-2-carboxamide N1(N=NC2=C1C=CC=C2)[C@@H](C(=O)N2[C@@H](C[C@H](C2)O)C(=O)N[C@@H](C(=O)N)CC2=CC=C(C=C2)C2=CC=CC=C2)C(C)C